N1C(=CC=C1)C(=C(C1=CC=CC=C1)C=1NC=CC1)C1=CC=CC=C1 bis(azol-2-yl)stilbene